COC1=C(CCNC(=O)[C@H]2C(CCC[C@@H]2C)(C)C)C=CC=C1 (1R,6S)-N-(2-methoxyphenethyl)-2,2,6-trimethylcyclohexane-1-carboxamide